[N-[4-Amino-5-(pyridin-4-carbonyl)thiazol-2-yl]-3-chloro-4-(trifluoromethoxy)anilino]propanamid NC=1N=C(SC1C(=O)C1=CC=NC=C1)N(C1=CC(=C(C=C1)OC(F)(F)F)Cl)C(C(=O)N)C